2-(3-(8-Amino-6-(trifluoromethyl)imidazo[1,2-a]pyrazin-3-yl)-4-(methyl-d3)phenyl)-1,1,1-trifluorobutane-2,3-diol NC=1C=2N(C=C(N1)C(F)(F)F)C(=CN2)C=2C=C(C=CC2C([2H])([2H])[2H])C(C(F)(F)F)(C(C)O)O